[2-(trimethylsilyl)ethynyl]benzamide C[Si](C#CC1=C(C(=O)N)C=CC=C1)(C)C